17-oxabicyclo[11.3.1]heptadec-13-ene C12CCCCCCCCCCCC(=CCC1)O2